ClC1=NC=C(C(=C1)C1=C(C=NC(=C1)C)C(=O)NC=1SC(=NN1)C(C)(C)F)OC 2'-chloro-N-(5-(2-fluoropropan-2-yl)-1,3,4-thiadiazol-2-yl)-5'-methoxy-6-methyl-(4,4'-bipyridine)-3-carboxamide